8-(3,5-dichlorophenyl)-4-(dimethylamino)-1,7-naphthyridine-3-carboxylic acid ethyl ester C(C)OC(=O)C=1C=NC2=C(N=CC=C2C1N(C)C)C1=CC(=CC(=C1)Cl)Cl